[Ru](F)(F)(F)(F)F ruthenium(V) fluoride